COCCNC1=NC(=NC(=C1)NC=1SC(=CN1)C=1OC(=NN1)C1=CC=CC=C1)NC1CCC(CC1)O (1R,4R)-4-((4-((2-methoxyethyl)amino)-6-((5-(5-phenyl-1,3,4-oxadiazol-2-yl)thiazole-2-yl)amino)pyrimidin-2-yl)amino)cyclohexan-1-ol